C1(=CC=CC=C1)P(C1=C(C(=C(C(=C1F)F)C(F)(F)F)F)F)(C1=CC=CC=C1)=O diphenyl-[2,3,5,6-tetrafluoro-4-(trifluoromethyl)phenyl]phosphine oxide